(4S)-3,3-difluoro-1-[4-({8-[(2R,3S)-3-(methanesulfonylmeth-yl)-2-methylazetidin-1-yl]-5-(propan-2-yl)isoquinolin-3-yl}amino)pyrimidin-2-yl]-4-methylpiperidin-4-ol FC1(CN(CC[C@@]1(O)C)C1=NC=CC(=N1)NC=1N=CC2=C(C=CC(=C2C1)C(C)C)N1[C@@H]([C@H](C1)CS(=O)(=O)C)C)F